3,6-dioxa-bicyclo[3.1.0]hexane C12COCC2O1